3-methyl-4-((5-(thiazol-2-yl)-1H-pyrazol-3-yl)amino)phenol CC=1C=C(C=CC1NC1=NNC(=C1)C=1SC=CN1)O